O[C@H]1C[C@@H]([C@@H]2[C@H]1OC(O2)(C)C)C2CN(CCC2)C(=O)OC(C)(C)C tert-butyl 3-[(3aR,4R,6S,6aS)-6-hydroxy-2,2-dimethyl-tetrahydro-3aH-cyclopenta[d][1,3]dioxol-4-yl]piperidine-1-carboxylate